FC=1C(=CC(=NC1C)C=1OC(=NN1)C1=NC=C(C=C1)F)C=1C=NC=CC1OC 2-(5'-fluoro-4-methoxy-6'-methyl-[3,4'-bipyridin]-2'-yl)-5-(5-fluoropyridin-2-yl)-1,3,4-oxadiazole